[Cl-].C(C1=CC=CC=C1)[N+](CCO)(C)C N-Benzyl-2-hydroxy-N,N-dimethylethanaminium chloride